C[C@@H]1C[C@@]23[C@@H]4CCCN2CCC=C3[C@@H](C1=O)C[C@H]4O The molecule is a quinolizidine alkaloid that is lycopodine having a C=C double bond at the 11-position, a keto substituent at the 8-position and the keto group at position 5 replaced by a beta-hydroxy group. It derives from a lycopodine.